FC1=CC(=C(C=C1C=1C=NN(C1)CF)O)C1=NC=C(N=C1)N(C)C1C([C@@H]2CC[C@H](C1)N2)F 4-fluoro-2-(5-(((1S,5R)-2-fluoro-8-azabicyclo[3.2.1]octan-3-yl)(methyl)amino)pyrazin-2-yl)-5-(1-(fluoromethyl)-1H-pyrazol-4-yl)phenol